3-(5-(3-((5-(5-((1r,3r)-3-((5-(5H-pyrido[4,3-b]indol-7-yl)pyridin-2-yl)oxy)cyclobutoxy)pyridin-2-yl)pent-4-yn-1-yl)oxy)azetidin-1-yl)-1-oxoisoindolin-2-yl)piperidine-2,6-dione C1=NC=CC=2NC=3C=C(C=CC3C21)C=2C=CC(=NC2)OC2CC(C2)OC=2C=CC(=NC2)C#CCCCOC2CN(C2)C=2C=C1CN(C(C1=CC2)=O)C2C(NC(CC2)=O)=O